3-(glycidyloxy-2-hydroxypropoxy)-2-hydroxypropyl acrylate C(C=C)(=O)OCC(COCC(COCC1CO1)O)O